NC1=NC(=NC=C1)C=1N=C(SC1)N(CCC)C=1C=C(C=CC1C)C1=CC=C(C=C1)OCC(=O)N1CCN(CC1)C 4-(4-Aminopyrimidin-2-yl)-N-(4-methyl-4'-(2-(4-methylpiperazin-1-yl)-2-oxoethoxy)-[1,1'-biphenyl]-3-yl)-N-propylthiazol-2-amine